CN1CC(CC1)(C)CNC(=O)C1=NN2C(N=C(C=C2C2=CC=CC=C2)C2=CC=CC=C2)=C1 N-((1,3-Dimethylpyrrolidin-3-yl)methyl)-5,7-diphenylpyrazolo[1,5-a]pyrimidine-2-carboxamide